C1(=CC=CC2=CC=CC=C12)CC=1C(=C2N(C(C1)=O)C(CS2)CC#N)C2=CC(=CC=C2)C(F)(F)F 2-(7-(naphthalen-1-ylmethyl)-5-oxo-8-(3-(trifluoromethyl)phenyl)-2,3-dihydro-5H-thiazolo[3,2-a]pyridin-3-yl)acetonitrile